(Z)-1-(1-(2-(2-butoxyethoxy)ethoxy)prop-1-en-2-yl)-3-(3-(2-(2-butoxyethoxy)ethoxy)prop-1-en-2-yl)benzene C(CCC)OCCOCCO\C=C(\C)/C1=CC(=CC=C1)C(=C)COCCOCCOCCCC